BrC1=CC(=C(C(=O)O)C=C1F)N1CCC2(CC2)CC1 4-bromo-5-fluoro-2-(6-azaspiro[2.5]oct-6-yl)benzoic acid